C1(=CC=CC=C1)[C@@H](C(C(=O)OCC)(C(=O)OCC)C(=O)OCC)C triethyl (S)-2-phenylpropane-1,1,1-tricarboxylate